S-(trifluoromethyl)-dibenzothiophene FC(S1C2=C(C3=C1C=CC=C3)C=CC=C2)(F)F